tert-Butyl (S)-3-((8-chloropyrimido[5,4-d]pyrimidin-2-yl)oxy)pyrrolidine-1-carboxylate ClC1=NC=NC2=C1N=C(N=C2)O[C@@H]2CN(CC2)C(=O)OC(C)(C)C